C1OCC12CC(C2)NC(CCCCCCC(=O)OCC(CCCCCCC)CCCCCCC)CCCCCCC(=O)OCCCCCCCC(C)C 1-(2-heptylnonyl) 15-(8-methylnonyl) 8-((2-oxaspiro[3.3]heptan-6-yl)amino)pentadecanedioate